C(=O)OC1(CN(C1)C1=C(C=C(C=C1C)C1CN(C1)C1=C(C=CC=C1Cl)Cl)CC)C 1-(4-(1-(2,6-dichlorophenyl)azetidin-3-yl)-2-ethyl-6-methylphenyl)-3-methylazetidin-3-ol formate